delta-decanone CCCC(CCCCCC)=O